C(C)(C)(C)OC(NCCCC1=CN(C(O1)=O)C1=NC2=C(OCC(N2COCC[Si](C)(C)C)=O)N=C1)=O N-[3-[2-oxo-3-[3-oxo-4-(2-trimethylsilylethoxymethyl)pyrazino[2,3-b][1,4]oxazin-6-yl]oxazol-5-yl]propyl]carbamic acid tert-butyl ester